C1(=CC(=CC=C1)C1=NC2=C(N1C1=CC(=C(C(=C1)OC)OC)OC)C=CC=C2)C 2-(m-tolyl)-1-(3,4,5-trimethoxyphenyl)-1H-benzo[d]imidazole